ClC=1N=C(C2=CN=C(C(=C2C1C1CC1)F)C1=CC(=CC2=CC=C(C(=C12)C#C)F)O)N1CC2CCC(C1)N2C(=O)OC(C)(C)C tert-butyl 3-[3-chloro-4-cyclopropyl-6-(8-ethynyl-7-fluoro-3-hydroxy-1-naphthyl)-5-fluoro-2,7-naphthyridin-1-yl]-3,8-diazabicyclo[3.2.1]octane-8-carboxylate